1-[6-(3-Methyl-1,2,4-triazol-1-yl)pyrimidin-4-yl]piperidine-4-carboxylic acid CC1=NN(C=N1)C1=CC(=NC=N1)N1CCC(CC1)C(=O)O